N-hexadecyl-2-(3,4-bis-(2-propen-1-yloxy)-phenyl)-3,7-bis-(2-propen-1-yloxy)-quinolin-4-one C(CCCCCCCCCCCCCCC)N1C(=C(C(C2=CC=C(C=C12)OCC=C)=O)OCC=C)C1=CC(=C(C=C1)OCC=C)OCC=C